7-oxo-5,7-dihydro-6H-pyrrolo[3,4-b]pyridin O=C1NCC=2C1=NC=CC2